diphenyl-(phenyl)(dimethylfluorenylphenyl)(diphenylfluorenyl)amine C1(=CC=CC=C1)C1=C2C=3C(=C(C(=C(C3CC2=CC=C1)N(C1=C(C(=C(C=C1)C)C)C1=CC=CC=2C3=CC=CC=C3CC12)C1=CC=CC=C1)C1=CC=CC=C1)C1=CC=CC=C1)C1=CC=CC=C1